7-methoxy-3,4-dihydroquinoxalin-2(1H)-one COC1=CC=C2NCC(NC2=C1)=O